C1CCC2=C(C=CC=C12)C1=CC=2NC(N(C(C2S1)=O)C1=CN=CC2=CC=CC=C12)=O 6-(2,3-dihydro-1H-inden-4-yl)-3-(isoquinolin-4-yl)thieno[3,2-d]pyrimidine-2,4(1H,3H)-dione